ClC=1C=C(C(=NC1)OC1=CC=C2C(=N1)N(C(=C2)C(=O)O)C)OCC(F)F 6-((5-chloro-3-(2,2-difluoroethoxy)pyridin-2-yl)oxy)-1-methyl-1H-pyrrolo[2,3-b]pyridine-2-carboxylic acid